2-(2-hydroxy-3-phenoxypropyl)-2-methylimidazole OC(CC1(N=CC=N1)C)COC1=CC=CC=C1